diisobutyl-bicyclo[2.2.1]hept-5-ene-2,3-dicarboxylic acid dibutyl ester C(CCC)OC(=O)C1C2C(=C(C(C1C(=O)OCCCC)C2)CC(C)C)CC(C)C